bis(di-tert-butylphosphino)methane C(C)(C)(C)P(C(C)(C)C)CP(C(C)(C)C)C(C)(C)C